NC1=NC=CC=2N1C(=NC2C2CCN(CC2)C(CO)=O)C2=C(C=C(C=C2)OC2=CC=CC=C2)F 1-(4-(5-amino-3-(2-fluoro-4-phenoxyphenyl)imidazo[1,5-c]pyrimidin-1-yl)piperidin-1-yl)-2-hydroxyethan-1-one